N=1N=CN2C=NC(=CC21)OC2=C(C=C(C=C2)NC2=NC=NC1=CC(=C(C=C21)NC(C=CC=2NC=CC2)=O)OCCOC)C N-(4-((4-([1,2,4]triazolo[4,3-c]pyrimidin-7-yloxy)-3-methylphenyl)amino)-7-(2-methoxyethoxy)quinazolin-6-yl)-3-(pyrrol-2-yl)acrylamide